1-(1-(3-acetyl-3-azabicyclo[3.1.1]heptan-6-yl)ethyl)-2-methyl-N-((6-methyl-4-(methylthio)-2-oxo-1,2-dihydropyridin-3-yl)methyl)-1H-indole-3-amide C(C)(=O)N1CC2C(C(C1)C2)C(C)N2C(=C(C1=CC=CC=C21)C(=O)NCC=2C(NC(=CC2SC)C)=O)C